ethyl 4-cyclopropyl-2-diazo-3-oxobutanoate C1(CC1)CC(C(C(=O)OCC)=[N+]=[N-])=O